4-[tert-butoxycarbonyl-(3-carboxypropyl)amino]butanoic acid C(C)(C)(C)OC(=O)N(CCCC(=O)O)CCCC(=O)O